C(#N)C(C(=O)NC([O-])=O)=NNC1=CC(=C(C(=C1)Cl)OC1=CN(C(C=C1)=O)CC1=CC(=CC=C1)OC)Cl (2-cyano-2-(2-(3,5-dichloro-4-((1-(3-methoxybenzyl)-6-oxo-1,6-dihydropyridin-3-yl)oxy)phenyl)hydrazono)acetyl)carbamate